5-[4-[(2-Ethyl-5-methyl-3-oxo-4H-quinoxalin-6-yl)methyl]piperazin-1-yl]-6-fluoro-N-methyl-pyridine-2-carboxamide C(C)C1=NC2=CC=C(C(=C2NC1=O)C)CN1CCN(CC1)C=1C=CC(=NC1F)C(=O)NC